NC1=NC=CC(=C1Cl)SC=1N=C2C(=NC1)NC(=N2)N2CCC1(CC2)[C@@H](C2=CC(=CC=C2C1)N1CCOCC1)N (S)-1'-(5-((2-amino-3-chloropyridin-4-yl)thio)-1H-imidazo[4,5-b]pyrazin-2-yl)-6-morpholino-1,3-dihydrospiro[indene-2,4'-piperidin]-1-amine